CC=1C=C2CC(CNC2=CC1)C(=O)NC1=CC(=C(C=C1)C)C(F)(F)F 6-methyl-N-(4-methyl-3-(trifluoromethyl)phenyl)-1,2,3,4-tetrahydroquinoline-3-carboxamide